O=C1NC(CCC1N(C=1C=C(C=CC1)S(=O)(=O)Cl)C)=O 3-[(2,6-dioxo-3-piperidyl)-methyl-amino]benzenesulfonyl chloride